NC=1C2=C(N=CN1)N(C=C2C2=CC(=C(C=C2)NC(=O)NC2=CC(=C(C=C2)CN2CCN(CC2)C2CC2)C(F)(F)F)F)C2CC2 1-(4-(4-amino-7-cyclopropyl-7H-pyrrolo[2,3-d]pyrimidin-5-yl)-2-fluorophenyl)-3-(4-((4-cyclopropylpiperazin-1-yl)methyl)-3-(trifluoromethyl)phenyl)urea